1-(2,4-dimethoxybenzyl)-1,4-azaphosphinane-4-oxide COC1=C(CN2CCP(CC2)=O)C=CC(=C1)OC